3-((4-bromopyridin-2-yl)methylene)-5-fluoroindolin-2-one BrC1=CC(=NC=C1)C=C1C(NC2=CC=C(C=C12)F)=O